N-(Aminoiminomethyl)-1,4-dihydro-α,1-dimethyl-2,4-dioxo-3(2H)-quinazolineacetamide NN=CNC(C(N1C(N(C2=CC=CC=C2C1=O)C)=O)C)=O